C(OC1=C(C=C(C=C1)Cl)C(NC1=C(C=C(C=C1)[N+](=O)[O-])Cl)=O)(OCC(C)C)=O 4-chloro-2-((2-chloro-4-nitrophenyl)carbamoyl)phenyl isobutyl carbonate